FC1=CC=C(C=C1)NC(=O)NC=1SC(=C(N1)C)C1=NC(=NC=C1)NC 1-(4-Fluorophenyl)-3-(4-methyl-5-(2-(methylamino)pyrimidin-4-yl)thiazol-2-yl)urea